N4-benzyl-6-((1,1,1-trifluoro-2-methylpropan-2-yl)oxy)pyrimidine-4,5-diamine C(C1=CC=CC=C1)NC1=NC=NC(=C1N)OC(C(F)(F)F)(C)C